O1[C@@H](CC1)CN1C(=NC2=C1C=C(C=C2)C(=O)O)CN2CC1=CC(=CC=C1CC2)CCC2=CC=CC=C2 (S)-1-((oxetan-2-yl)methyl)-2-((7-phenethyl-3,4-dihydroisoquinoline-2(1H)-yl)methyl)-1H-benzo[d]Imidazole-6-carboxylic acid